ClC=1C=C(C(=O)C2=C(C(=O)NNC(OC(C)(C)C)=O)C=C(C(=C2)C)C)C=CC1Cl tert-butyl N-[[2-(3,4-dichlorobenzoyl)-4,5-dimethyl-benzoyl]amino]carbamate